ClC1=NC(=CC(=N1)C=1C=NC(=NC1)C(F)(F)F)CNC(OC(C)(C)C)=O tert-butyl (2-chloro-2'-(trifluoromethyl)-4,5'-bipyrimidin-6-yl)methylcarbamate